ClC=1C=C(C(=O)NC2=C(C=C(C(=C2)C=2C=NC(=NC2)N2CCOCC2)F)N2C[C@H](N([C@H](C2)C)C)C)C=CC1 3-chloro-N-[4-fluoro-5-(2-morpholin-4-ylpyrimidin-5-yl)-2-[(3R,5S)-3,4,5-trimethylpiperazin-1-yl]phenyl]benzamide